C(CCCCCCCCC)[SiH2]OC(OC1=CC=CC=C1)OC1=CC=CC=C1 decyl-diphenoxymethoxysilane